C(CCC)OC(=O)C=1C=CC=2C(C3=CC(=CC=C3SC2C1)C)=O 3-butoxycarbonyl-7-methylthioxanthone